4-(6-(3-amino-8-azabicyclo[3.2.1]octane-8-yl)-3-(3-fluoro-4-methoxy-phenyl)-4-hydroxy-pyridin-2-yl)-2-fluorobenzonitrile NC1CC2CCC(C1)N2C2=CC(=C(C(=N2)C2=CC(=C(C#N)C=C2)F)C2=CC(=C(C=C2)OC)F)O